(5-(benzyloxy)-2-methylbenzofuran-3-yl)(3-(3-isopropyl-1,2,4-oxadiazol-5-yl)piperidin-1-yl)-methanone C(C1=CC=CC=C1)OC=1C=CC2=C(C(=C(O2)C)C(=O)N2CC(CCC2)C2=NC(=NO2)C(C)C)C1